[O-]S(=O)(=O)C(F)(F)F.[Lu+3].[O-]S(=O)(=O)C(F)(F)F.[O-]S(=O)(=O)C(F)(F)F Lutetium(III) triflate